C(C=C)C=1C=C(CC(C#N)C)C=CC1 3-allylbenzyl-propionitrile